CC1(C(C(C(C(C1(C)C)(C)C)(C)C)(C)C)(C)C)C dodecamethyl-cyclohexane